1-((R)-fluoro((R or S)-3-(2-(5-fluorothiophen-2-yl)ethyl)-1-(2-(6-methylpyridin-3-yl)propan-2-yl)pyrrolidin-3-yl)methyl)-3-isopropylurea F[C@@H](NC(=O)NC(C)C)[C@]1(CN(CC1)C(C)(C)C=1C=NC(=CC1)C)CCC=1SC(=CC1)F |o1:9|